S-butyl-N-dodecanoyl-D-methionine C(CCC)[S+](CC[C@@H](NC(CCCCCCCCCCC)=O)C(=O)O)C